BrC=1C=CC(=NC1)NC(\C=C\CN(C)C)=O (E)-N-(5-bromopyridin-2-yl)-4-(dimethylamino)but-2-enamide